6,8,10,12-pentadecatetraenal C(CCCCC=CC=CC=CC=CCC)=O